2-((2-naphthyloxy)methyl)oxiran C1=C(C=CC2=CC=CC=C12)OCC1OC1